CC1=[N+](C(=CC(=C1)C)C)[O-] 2,4,6-Trimethylpyridine N-oxide